FC1=CC=C(C(=O)NC(C)C=2N=C3CCCN(C3=CC2)C(=O)OCN2N=C(C=C2C)C)C=C1 (3,5-dimethyl-1H-pyrazol-1-yl)methyl 6-(1-(4-fluorobenzamido)ethyl)-3,4-dihydro-1,5-naphthyridine-1(2H)-carboxylate